ClC1=C(C=CC(=C1)F)C1N=C(NC(=C1C(=O)OCC)CN1CC2(CC2)C[C@H]1C(NS(=O)(=O)C)=O)C=1SC=CN1 ethyl 4-(2-chloro-4-fluorophenyl)-6-(((S)-6-((methylsulfonyl) carbamoyl)-5-azaspiro[2.4]heptan-5-yl) methyl)-2-(thiazol-2-yl)-1,4-dihydropyrimidine-5-carboxylate